7-(3-(2-((1r,4r)-4-((tert-butoxycarbonylamino)methyl)cyclohexanecarboxamido)ethoxy)phenyl)quinoline-4-carboxylic acid C(C)(C)(C)OC(=O)NCC1CCC(CC1)C(=O)NCCOC=1C=C(C=CC1)C1=CC=C2C(=CC=NC2=C1)C(=O)O